methyl 4-fluoro-1-methylpyrrolo[2,3-b]pyridine-5-carboxylate FC1=C2C(=NC=C1C(=O)OC)N(C=C2)C